(R)-N-(4,4-difluoro-1-(oxetan-3-yl)pyrrolidin-3-yl)-5-(1-(1,3-difluoropropan-2-yl)-1H-benzo[d][1,2,3]triazol-6-yl)-4-methoxypyrrolo[2,1-f][1,2,4]triazin-2-amine FC1([C@@H](CN(C1)C1COC1)NC1=NN2C(C(=N1)OC)=C(C=C2)C=2C=CC1=C(N(N=N1)C(CF)CF)C2)F